C1(=CC(=CC=C1)CNC(C(=O)O)CCC(=O)O)C1=CC=CC=C1 (([1,1'-biphenyl]-3-ylmethyl)amino)glutaric acid